N1(CCC1)C1=CC=C(C=N1)N1C=C(C(C2=CC(=C(C=C12)N1[C@H](CCC1)COC1=NC=CC=C1Cl)Cl)=O)C(=O)O (R)-1-(6-(azetidin-1-yl)pyridin-3-yl)-6-chloro-7-(2-(((3-chloropyridin-2-yl)oxy)methyl)pyrrolidin-1-yl)-4-oxo-1,4-dihydroquinoline-3-carboxylic acid